C(#N)C=1C=C(C=C(C1)F)[C@@H]1CC=NN1C(=O)N1CCN(CC1)C1=NC=C(C(=N1)N1N=C(C(=C1C)C(=O)N)C)F (S)-1-(2-(4-(5-(3-cyano-5-fluorophenyl)-4,5-dihydro-1H-pyrazole-1-carbonyl)piperazin-1-yl)-5-fluoropyrimidin-4-yl)-3,5-dimethyl-1H-pyrazole-4-carboxamide